C(C)OC(CCC(=O)C1=NC2=C(C=CC=C2C=C1O)C1=CC=C(C=C1)OC)=O 4-[3-hydroxy-8-(4-methoxy-phenyl)-quinolin-2-yl]-4-oxo-butyric acid ethyl ester